FC1=C(N=CC2=C1N=C(N=C2N2CC1(CCC(C1)F)CCC2)OCC21CCCN1CCC2)C2=CC=CC1=CC=CC(=C21)F 8-fluoro-4-(2-fluoro-7-azaspiro[4.5]decan-7-yl)-7-(8-fluoronaphthalen-1-yl)-2-((hexahydro-1H-pyrrolizin-7a-yl)methoxy)pyrido[4,3-d]pyrimidine